Cl[SiH2]Cl di-chlorosilane